1-(4-(4-chloro-3-isopropyl-2-(8-methoxy-[1,2,4]triazolo[1,5-a]pyridin-6-yl)-1H-pyrrolo[2,3-c]pyridin-5-yl)piperazin-1-yl)-2-(methylamino)ethan-1-one ClC1=C2C(=CN=C1N1CCN(CC1)C(CNC)=O)NC(=C2C(C)C)C=2C=C(C=1N(C2)N=CN1)OC